tert-butyl 4-[(2,6-dibenzyloxy-4-pyridyl)methyl]piperidine-1-carboxylate C(C1=CC=CC=C1)OC1=NC(=CC(=C1)CC1CCN(CC1)C(=O)OC(C)(C)C)OCC1=CC=CC=C1